NC=1C=C(C(=O)C2=CC(=C(C=C2)F)N)C=CC1F 3,3'-diamino-4,4'-difluorobenzophenone